C(C)OC(C(C)C=1CC(C=CC1)(C1=CC=C(C=C1)OC)C1=C2CCN(CC2=CC=C1)CC1=CC=C(C=C1)[N+](=O)[O-])=O (l)-3-(2-(4-nitrobenzyl)-1,2,3,4-tetrahydroisoquinolin-5-yl)-3-(4-methoxyphenyl)phenylpropionic acid ethyl ester